5-(4-fluorophenyl)-1H-pyrazol-3(2H)-one FC1=CC=C(C=C1)C1=CC(NN1)=O